2-(3'-Dodecyl-2'-hydroxy-5'-methylphenyl)benzotriazol C(CCCCCCCCCCC)C=1C(=C(C=C(C1)C)N1N=C2C(=N1)C=CC=C2)O